(1R,2S)-2-((S)-5H-imidazo[5,1-a]isoindol-5-yl)-7-(methylthio)-1,2,3,4-tetrahydronaphthalen-1-ol C=1N=CN2C1C1=CC=CC=C1[C@@H]2[C@H]2[C@H](C1=CC(=CC=C1CC2)SC)O